C(CC)OC(C1=CC(=C(C=C1)OCCCCCCCCCC)OC)=O 4-Decyloxy-3-methoxybenzoic acid propyl ester